Cl.ClCC1=C2C=CC=NC2=C(C=C1)O 5-(chloromethyl)-8-quinolyl alcohol hydrochloride